(trimethoxy)methoxymethylsilane COC(OC[SiH3])(OC)OC